tertiary butyl 9-(4-amino-3-methoxyphenyl)-3,9-diazaspiro[5.5]undecan-3-carboxylate NC1=C(C=C(C=C1)N1CCC2(CCN(CC2)C(=O)OC(C)(C)C)CC1)OC